4-[1-(4-fluorophenyl)-4-hydroxy-2-(1-methylsulfonylpyrrolidin-3-yl)indol-3-yl]benzoic acid FC1=CC=C(C=C1)N1C(=C(C2=C(C=CC=C12)O)C1=CC=C(C(=O)O)C=C1)C1CN(CC1)S(=O)(=O)C